ClC=1C(=C2C=NNC2=C(C1F)SCC(=O)N(C)C)C=1N=CC=2N(C1)C=C(N2)NC(=O)[C@H]2[C@H](C2)F (1S,2S)-N-(6-(5-chloro-7-((2-(dimethylamino)-2-oxoethyl)thio)-6-fluoro-1H-indazol-4-yl)imidazo[1,2-a]pyrazin-2-yl)-2-fluorocyclopropane-1-carboxamide